NC1=NC=2C(=CC=CC2C=2N1N=C(N2)CNC(C2=CC=C(C=C2)C(C)(C)O)=O)OC N-((5-amino-7-methoxy-[1,2,4]triazolo[1,5-c]quinazolin-2-yl)methyl)-4-(2-hydroxypropan-2-yl)benzamide